tert-butyl N-[(1R,3S)-3-(8-bromoimidazo[1,2-c]pyrimidin-5-yl)oxycyclopentyl]-carbamate BrC=1C=2N(C(=NC1)O[C@@H]1C[C@@H](CC1)NC(OC(C)(C)C)=O)C=CN2